2-(hydroxymethyl)allylcarbamate OCC(CNC([O-])=O)=C